FC1=C(C(=C(C=C1C1=NN(C2=C1C=NC(=C2)N2C1(CCC1)CN(CC2)C)C)C(F)(F)F)F)O 2,6-Difluoro-3-(1-methyl-6-(8-methyl-5,8-diazaspiro[3.5]nonan-5-yl)-1H-pyrazolo[4,3-c]pyridin-3-yl)-5-(trifluoromethyl)phenol